azidoacetyl-cyclohexanamine N(=[N+]=[N-])CC(=O)C1(CCCCC1)N